13-(1-(tert-butoxycarbonyl)piperidin-4-yl)-2,2-dimethyl-4,14-dioxo-3,7,10-trioxa-13-azaheptadecane-17-oic acid C(C)(C)(C)OC(=O)N1CCC(CC1)N(CCOCCOCCC(OC(C)(C)C)=O)C(CCC(=O)O)=O